N-{[(3R,5aS,6R,8aS,9R,10S,12R,12aR)-3,6,9-trimethyldecahydro-12H-3,12-epoxypyrano[4,3-j][1,2]benzodioxepin-10-yl]methyl}pyridine-3-carboxamide C[C@@]12OO[C@]34[C@@H](CC1)[C@@H](CC[C@H]3[C@H]([C@H](O[C@@H]4O2)CNC(=O)C=2C=NC=CC2)C)C